5-amino-3-methyl-6-(tetrahydro-2H-pyran-4-yl)picolinonitrile NC=1C=C(C(=NC1C1CCOCC1)C#N)C